CC1(CNC(=C1)C)C 3,3,5-trimethyl-2,3-dihydro-1H-pyrrole